C1(=CC=CC=C1)C(=CC=1C(=C(S(=O)(=O)N)C=CC1N)CCCCF)C1=CC=CC=C1 (2,2-diphenylvinyl)(4-fluorobutyl)sulfanilamide